C1NCC12CN(CC2)C=2N=NC1=CC(=CC(=C1C2)F)C=2C=C(C=1N(N2)C=C(N1)C)C 3-(2,6-Diazaspiro[3.4]oct-6-yl)-7-(2,8-dimethylimidazo[1,2-b]pyridazin-6-yl)-5-fluorocinnoline